NCC(CN1N=CN(C1=O)C1=NC=C(C=C1C)C#CC1=CC=2OCCNC2N=C1)=C(F)F 2-[2-(aminomethyl)-3,3-difluoro-allyl]-4-[5-[2-(3,4-dihydro-2H-pyrido[3,2-b][1,4]oxazin-7-yl)ethynyl]-3-methyl-2-pyridinyl]-1,2,4-triazol-3-one